FCCN(CCCCCCCC(=O)OC(CCCCCCCC)CCCCCCCC)CCCCCCCC(=O)OCCCCCCCCC 1-octylnonyl 8-{(2-fluoroethyl)[7-(nonyloxycarbonyl) heptyl]amino}octanoate